4-(4-cyano-6-(quinolin-3-yl)pyrimidin-2-yl)piperazine-1-carboxylic acid tert-butyl ester C(C)(C)(C)OC(=O)N1CCN(CC1)C1=NC(=CC(=N1)C#N)C=1C=NC2=CC=CC=C2C1